N-(2-(dimethylamino)ethyl)-3-fluoro-5-methyl-4-(3-(4-(4-methylpiperazin-1-yl)phenyl)-6-oxo-1H-pyrazolo[4,3-c]pyridazin-5(6H)-yl)benzamide CN(CCNC(C1=CC(=C(C(=C1)C)N1N=C2C(=CC1=O)NN=C2C2=CC=C(C=C2)N2CCN(CC2)C)F)=O)C